3-[4-(3,5-dichlorophenyl)piperazine-1-carbonyl]-5-oxo-hexanenitrile ClC=1C=C(C=C(C1)Cl)N1CCN(CC1)C(=O)C(CC#N)CC(C)=O